ClC=1C=C(C(=NC1)OC1=CC=C(C=C1)N1N=C(N=N1)C(=O)O)F 2-{4-[(5-chloro-3-fluoropyridin-2-yl)oxy]phenyl}-1,2,3,4-tetrazole-5-carboxylic acid